(((((2R,3S,4R,5R)-5-(6-chloro-4-(((S)-1-(2-fluorophenyl)ethyl)amino)-1H-pyrazolo[3,4-b]pyridin-1-yl)-3,4-dihydroxytetrahydrofuran-2-yl)methoxy)(hydroxy)phosphoryl)methyl)phosphonic acid ClC1=CC(=C2C(=N1)N(N=C2)[C@H]2[C@@H]([C@@H]([C@H](O2)COP(=O)(O)CP(O)(O)=O)O)O)N[C@@H](C)C2=C(C=CC=C2)F